1-(2,2-difluoroethoxy)-1,1,2,3,3,3-hexafluoropropane FC(COC(C(C(F)(F)F)F)(F)F)F